I[Ru]I diiodoruthenium